(3-chloro-4-(trifluoromethoxy)phenyl)(1-(trifluoromethyl)-1H-pyrazol-4-yl)methylamine hydrochloride Cl.ClC=1C=C(C=CC1OC(F)(F)F)NCC=1C=NN(C1)C(F)(F)F